methyl 4-(2-chloro-3-fluorophenyl)-6-methyl-2-(thiazol-2-yl)-1,4-dihydropyrimidine-5-carboxylate ClC1=C(C=CC=C1F)C1N=C(NC(=C1C(=O)OC)C)C=1SC=CN1